ClC=1C(=CC(=NC1)N1C[C@H](C[C@H](C1)C)C)I 5-Chloro-2-((3S,5R)-3,5-dimethylpiperidin-1-yl)-4-iodopyridine